3-cyano-N-methyl-N'-[[5-(trifluoromethyl)-2-pyridyl]methyl]bicyclo[1.1.1]pentane-1-carbohydrazide C(#N)C12CC(C1)(C2)C(=O)N(NCC2=NC=C(C=C2)C(F)(F)F)C